butyl (S)-3-(2-methylpyrimidin-5-yl)-3-(3-(3-((S)-1,2,3,4-tetrahydro-1,8-naphthyridin-2-yl)propyl)-1H-pyrazol-1-yl)propanoate CC1=NC=C(C=N1)[C@H](CC(=O)OCCCC)N1N=C(C=C1)CCC[C@@H]1NC2=NC=CC=C2CC1